COC(C(=CC1=C(C(=C(C(=C1F)Br)F)F)Br)NC(C1=CC=CC=C1)=O)=O.C(C1=CC=CC=C1)OCCCCN1N=NC2=C1C=CC(=C2C)Br 1-[4-(benzyloxy)butyl]-5-bromo-4-methyl-1H-benzotriazole methyl-2-benzamido-3-(2,5-dibromo-3,4,6-trifluorophenyl)acrylate